Cl.Cl.FC(C)(F)[C@H]1OC2=C(CNC1)N=CC=C2 (2S)-2-(1,1-Difluoroethyl)-2,3,4,5-tetrahydropyrido[2,3-f][1,4]oxazepine dihydrochloride